OCC=CC1=CC(=C(C=C1)O)C(F)(F)F 4-(3-hydroxypropenyl)-2-trifluoromethyl-phenol